N-cyclopropyl-5-[4,5-dihydro-5-(trifluoromethyl)-5-[3-(trifluoromethyl)phenyl]-3-isoxazolyl]-2-oxo-2H-1-benzopyran-8-carboxamide C1(CC1)NC(=O)C1=CC=C(C=2C=CC(OC21)=O)C2=NOC(C2)(C2=CC(=CC=C2)C(F)(F)F)C(F)(F)F